N1(N=CC=C1)C1=CC=C(CN(C2=CC(=CC=C2)COCCOC2=CC(=CC=C2)N(C)C)CC2=CC(=CC=C2)OC)C=C1 N-(4-(1H-pyrazol-1-yl)benzyl)-3-((2-(3-(dimethylamino)phenoxy)ethoxy)methyl)-N-(3-methoxybenzyl)aniline